C(C)O[Si](C(C)(C)N1CCOCC1)(OCC)OCC 4-(2-(triethoxysilyl)propan-2-yl)tetrahydro-1,4-oxazine